(S)-piperidin-3-ylcarbamic acid benzyl ester C(C1=CC=CC=C1)OC(N[C@@H]1CNCCC1)=O